6-chloro-5-methyl-4,5-dihydropyrido[3,4-e][1,2,3]triazolo[1,5-a]pyrazine ClC1=NC=CC2=C1N(CC=1N2N=NC1)C